S(=O)(=O)(O)O.OCCNC1=CC=C(C=C1)N hydroxyethyl-p-phenylene-di-amine sulfate